tert-Butyl 3-(4-amino-3-(2-fluoro-4-phenoxyphenyl)-1H-pyrazolo[3,4-d]pyrimidin-1-yl)azetidine-1-carboxylate NC1=C2C(=NC=N1)N(N=C2C2=C(C=C(C=C2)OC2=CC=CC=C2)F)C2CN(C2)C(=O)OC(C)(C)C